3-(6-chloro-5-methoxy-3-(1H-pyrazol-4-yl)-1H-pyrrolo[3,2-b]pyridin-2-yl)-N,N-dimethyl-1H-1,2,4-triazole-5-carboxamide ClC=1C=C2C(=NC1OC)C(=C(N2)C2=NNC(=N2)C(=O)N(C)C)C=2C=NNC2